N1(N=CC=C1)C(=O)O 1-pyrazolecarboxylic acid